(3-Acetylbicyclo[1.1.1]pent-1-yl)carbamic acid benzyl ester C(C1=CC=CC=C1)OC(NC12CC(C1)(C2)C(C)=O)=O